C(=O)(O)C(CC1=CC=C(C=C1)OCCOCC)N1CCN(CCN(CCN(CC1)CC(=O)O)C(C(=O)O)COC)CC(=O)O 2-[7-{1-carboxy-2-[4-(2-ethoxyethoxy)phenyl]ethyl}-4,10-bis(carboxymethyl)-1,4,7,10-tetraazacyclododecan-1-yl]-3-methoxypropionic acid